C(#C)C1=CC=C(CNC(=O)[C@H]2N(C[C@@H](C2)O)C([C@H](C(CCN2C[C@H](N(CC2)C(=O)OC(C)(C)C)C(=O)OC)(C)C)NC(=O)OC2=CC=CC=C2)=O)C=C1 (S)-1-tert-butyl 2-methyl 4-((S)-5-((2S,4R)-2-((4-ethynylbenzyl)carbamoyl)-4-hydroxypyrrolidin-1-yl)-3,3-dimethyl-5-oxo-4-((phenoxycarbonyl)amino)pentyl)piperazine-1,2-dicarboxylate